Cyclopropyl(4-(6-((5-fluoro-4-(8-fluoroquinolin-6-yl)pyrimidin-2-yl)amino)pyridin-3-yl)piperazin-1-yl)methanone hydrochloride Cl.C1(CC1)C(=O)N1CCN(CC1)C=1C=NC(=CC1)NC1=NC=C(C(=N1)C=1C=C2C=CC=NC2=C(C1)F)F